N1=CC(=CC=C1)C=1C=C2C=C(NC2=CC1)C(=O)NCCNC(OC(C)(C)C)=O tert-Butyl (2-(5-(pyridin-3-yl)-1H-indole-2-carboxamido)ethyl)carbamate